N[C@H](C(=O)OC)CC1C(N[C@H](C1)C(F)(F)F)=O methyl (2S)-2-amino-3-[(5R)-2-oxo-5-(trifluoromethyl)pyrrolidin-3-yl]propanoate